N-(4-(4-amino-5-(4-((4,4-dimethylcyclohexyl)oxy)phenyl)pyrazolo[5,1-f][1,2,4]triazin-6-yl)phenyl)acrylamide NC1=NC=NN2C1=C(C(=N2)C2=CC=C(C=C2)NC(C=C)=O)C2=CC=C(C=C2)OC2CCC(CC2)(C)C